4-(2-((3-Bromoimidazo[1,2-b]pyridazin-6-yl)oxy)ethyl)morpholine BrC1=CN=C2N1N=C(C=C2)OCCN2CCOCC2